C12CNCC(CCC1)N2C=2N(C(C1=C(N2)NC=C1C1=C(C2=C(N(N=C2C=C1)CC(=O)N(C)C)Cl)Cl)=O)C 2-(5-(2-(3,9-Diazabicyclo[3.3.1]nonan-9-yl)-3-methyl-4-oxo-4,7-dihydro-3H-pyrrolo[2,3-d]pyrimidin-5-yl)-3,4-dichloro-2H-indazol-2-yl)-N,N-dimethylacetamide